OC1=CC=C(C=C1)NC(OC(C)(C)C)=O tert-butyl N-(4-hydroxyphenyl)carbamate